pyran oxide O1C2C(CC=C1)O2